N1(CCC1)C1=NC(N(C2=CC(=CC=C12)Cl)C1=CC(=CC(=C1)O)F)=O 4-(Azetidin-1-yl)-7-chloro-1-(3-fluoro-5-hydroxyphenyl)quinazolin-2(1H)-one